3-(3-fluoro-4-methoxyphenyl)-1H-pyrazolo[3,4-d]pyrimidine-4-amine FC=1C=C(C=CC1OC)C1=NNC2=NC=NC(=C21)N